C1(=CC=CC=C1)C=1N=C(N2C1C=CC=C2)C2=C(C=CC=C2)O 2-(1-phenylimidazo[1,5-a]pyridin-3-yl)phenol